4-(naphthalen-2-yl)morpholine C1=C(C=CC2=CC=CC=C12)N1CCOCC1